BrC=1C=CC=2C(OC(C3=CC=C(C1C23)Br)=O)=O 6,7-dibromobenzo[DE]isochromene-1,3-dione